C1=C(C=CC=2OC3=C(C21)C=CC=C3)C3=C(C(=NC(=C3N3C2=C(C1=CC=CC=C31)C=CN=C2)N2C3=CC=C(C=C3C=3C=C(C=CC23)C2=CC=CC=C2)C2=CC=CC=C2)N2C3=C(C1=CC=CC=C21)C=CN=C3)N3C2=C(C1=CC=CC=C31)C=CN=C2 9,9',9''-(4-(dibenzo[b,d]furan-2-yl)-6-(3,6-diphenyl-9H-carbazol-9-yl)pyridine-2,3,5-triyl)tris(9H-pyrido[3,4-b]indole)